FC1=C(C2=C(N=C(O2)C=2C(=C(C=CC2)C2=C(C(=CC=C2)C=2OC3=C(N2)C=C(C(=C3)OC(F)F)CN3[C@@H](CCC3)C(=O)OC)C)C)C=C1CN1CCCC1)F methyl ((2-(3'-(6,7-difluoro-5-(pyrrolidin-1-ylmethyl)benzo[d]oxazol-2-yl)-2,2'-dimethyl-[1,1'-biphenyl]-3-yl)-6-(difluoromethoxy)benzo[d]oxazol-5-yl)methyl)-L-prolinate